FC1=CC=C(C=C1)C(=O)N1[C@@H](C=2N(CC1)C(=NN2)C2=NC(=NS2)C)C (4-fluorophenyl)-[(8R)-8-methyl-3-(3-methyl-1,2,4-thiadiazol-5-yl)-6,8-dihydro-5H-[1,2,4]triazolo[4,3-a]pyrazin-7-yl]methanone